ClC=1C=C2C=C(NC2=CC1C1=NC(=C(C=C1)OC)F)CNC(=O)[C@H]1[C@@H](C1)OC Trans-N-{[5-chloro-6-(6-fluoro-5-methoxy-2-pyridyl)-2-indolyl]methyl}(1R,2R)-2-methoxycyclopropanecarboxamide